1-(2-aminobenzo[d]thiazol-6-yl)-1-[2-(4-morpholinyl)ethyl]-3-(3-bromo-4-fluorophenyl)urea NC=1SC2=C(N1)C=CC(=C2)N(C(=O)NC2=CC(=C(C=C2)F)Br)CCN2CCOCC2